C(=O)([O-])C(O)C(O)C(=O)[O-].C(=O)([O-])C(O)C(O)C(=O)[O-].CC=1C=C(C=NC1C)[C@H]1[NH+](CCC1)C.CC=1C=C(C=NC1C)[C@H]1[NH+](CCC1)C.CC=1C=C(C=NC1C)[C@H]1[NH+](CCC1)C.CC=1C=C(C=NC1C)[C@H]1[NH+](CCC1)C (2S)-2-(5,6-dimethylpyridin-3-yl)-1-methylpyrrolidin-1-ium ditartrate